2-oxabicyclo[2.1.1]hexan-1-ylmethanamine hydrochloride Cl.C12(OCC(C1)C2)CN